C[C@H]1C[C@H](N(CC1)CC(=O)O)C1=CC=CC=C1 2-[(2S,4R)-4-methyl-2-phenyl-1-piperidinyl]acetic acid